([1,1'-biphenyl]-4-ylmethyl)-3-acrylamido-5-methyl-N-((1-methyl-3-oxo-2,3,5,6,7,8-hexahydroisoquinolin-4-yl)methyl)-1H-pyrazole-4-carboxamide C1(=CC=C(C=C1)CN1N=C(C(=C1C)C(=O)NCC=1C(NC(=C2CCCCC12)C)=O)NC(C=C)=O)C1=CC=CC=C1